α-cyclohexyl-N-[1-[1-oxo-3-(3-pyridinyl)propyl]-4-piperidinyl]-benzeneacetamide C1(CCCCC1)C(C(=O)NC1CCN(CC1)C(CCC=1C=NC=CC1)=O)C1=CC=CC=C1